(5Z)-5-[(4-fluoro-3-hydroxyphenyl)methylidene]-3-[(3-methanesulfonylphenyl)methyl]-1,3-thiazolidine-2,4-dione FC1=C(C=C(C=C1)\C=C/1\C(N(C(S1)=O)CC1=CC(=CC=C1)S(=O)(=O)C)=O)O